isohexyl isostearate C(CCCCCCCCCCCCCCC(C)C)(=O)OCCCC(C)C